(E)-4-fluoro-2-isopropyl-5-styrylphenol FC1=CC(=C(C=C1\C=C\C1=CC=CC=C1)O)C(C)C